ClC1=CC=C(C=C1)C=1C=C(C(N(N1)C=1C=NN(C1)C)=O)C(=O)N[C@H](CO)COC 6-(4-chlorophenyl)-N-[(2R)-1-hydroxy-3-methoxypropan-2-yl]-2-(1-methyl-1H-pyrazol-4-yl)-3-oxo-2,3-dihydropyridazine-4-carboxamide